(4-Chloropyridin-3-yl)acetic acid methyl ester COC(CC=1C=NC=CC1Cl)=O